thiochromanone oxide S1(C(CCC2=CC=CC=C12)=O)=O